ClC1=CC(=C(C=C1)COC1=NC=2CN(CCC2C=C1C)CC1=NC2=C(N1C[C@H]1OCC1)C(=C(C=C2)C(=O)O)F)F 2-({2-[(4-chloro-2-fluorophenyl)methoxy]-3-methyl-5,6,7,8-tetrahydro-1,7-naphthyridin-7-yl}methyl)-7-fluoro-1-{[(2S)-oxetan-2-yl]methyl}-1H-1,3-benzodiazole-6-carboxylic acid